3-benzyl 8-tert-butyl (1S,2S,5R)-2-[(1S)-1-hydroxyethyl]-3,8-diazabicyclo[3.2.1]octane-3,8-dIcarboxylate O[C@@H](C)[C@@H]1[C@@H]2CC[C@H](CN1C(=O)OCC1=CC=CC=C1)N2C(=O)OC(C)(C)C